C[C@H](CC)N1S(N=C(C=C1C(=O)NC1=NC(=CC=C1)C(F)(F)F)C1=CC(=C(C=C1)OC)OC)(=O)=O 2-[(2R)-butan-2-yl]-5-(3,4-dimethoxyphenyl)-1,1-dioxo-N-[6-(trifluoromethyl)pyridin-2-yl]-2H-1λ6,2,6-thiadiazine-3-carboxamide